C(C1=CC=CC=C1)OCCCOC1=C(C=CC(=C1)C1=NN(C2=CN=C(C=C21)Br)S(=O)(=O)C2=CC=C(C=C2)C)N2CCN(CC2)C 1-{2-[3-(benzyloxy)propoxy]-4-[5-bromo-1-(4-methylbenzenesulfonyl)-1H-pyrazolo[3,4-c]pyridin-3-yl]phenyl}-4-methylpiperazine